BrC1=CC2=C(C(N(N=C2C)CC(=O)OC(C)(C)C)=O)S1 tert-butyl 2-(2-bromo-4-methyl-7-oxo-thieno[2,3-d]pyridazin-6-yl)acetate